9-(4-(t-butyl)pyridin-2-yl)-9H-carbazol-2-ol C(C)(C)(C)C1=CC(=NC=C1)N1C2=CC=CC=C2C=2C=CC(=CC12)O